1-Dihydroxymethylcyclohex-3-en OC(C1CC=CCC1)O